[Cl-].[Cl-].C[Si](=[Zr+2](C1C(=CC2=C(C=CC=C12)C(C)C)C)C1C(=CC2=C(C=CC=C12)C(C)C)C)C dimethylsilanediyl-bis(2-methyl-4-isopropyl-indenyl)zirconium dichloride